BrC1=C(C(=C(C=C1)O)\C=C\B1OC(C(O1)(C)C)(C)C)F 4-bromo-3-fluoro-2-[(E)-2-(4,4,5,5-tetramethyl-1,3,2-dioxaborolan-2-yl)vinyl]phenol